N-((S)-(3-chloro-4-fluorophenyl)(3-(trifluoromethyl)bicyclo[1.1.1]pentan-1-yl)methyl)-3-oxopiperazine-1-carboxamide ClC=1C=C(C=CC1F)[C@@H](NC(=O)N1CC(NCC1)=O)C12CC(C1)(C2)C(F)(F)F